NC=1C(=C2C(N(C=NC2=CC1)C)=O)Br 6-Amino-5-bromo-3-methylquinazolin-4(3H)-one